CC(C)C(C(=O)O)OC1=CC=CC=C1 propan-2-ylphenoxyacetic acid